1,1-dimethylpropylbenzene CC(CC)(C)C1=CC=CC=C1